Phosphate magnesium [Mg+2].P(=O)([O-])([O-])[O-].P(=O)([O-])([O-])[O-].[Mg+2].[Mg+2]